2-(6-bromo-5-fluoro-4-oxoquinazolin-3(4H)-yl)-2-(pyridin-2-yl)-N-(thiazol-2-yl)acetamide methyl-(2S)-2-(benzyloxycarbonylamino)-4-bromo-butanoate COC([C@H](CCBr)NC(=O)OCC1=CC=CC=C1)=O.BrC=1C(=C2C(N(C=NC2=CC1)C(C(=O)NC=1SC=CN1)C1=NC=CC=C1)=O)F